BrC1=CC(=C(C=C1F)C(C(=O)OC)C(=O)OC)[N+](=O)[O-] dimethyl 2-(4-bromo-5-fluoro-2-nitrophenyl)malonate